C(C1=CC=CC=C1)NC(CC1=NC=C(C=C1)C1=CC=C(C=C1)O[C@@H](CN1CCOCC1)C)=O (R)-N-benzyl-2-(5-(4-((1-morpholinopropan-2-yl)oxy)phenyl)pyridin-2-yl)acetamide